1-(3-(3-(6-(trifluoromethyl)pyridin-3-yl)-1H-pyrazolo[3,4-b]pyridin-1-yl)azetidin-1-yl)propan-2-en-1-one FC(C1=CC=C(C=N1)C1=NN(C2=NC=CC=C21)C2CN(C2)C(C=C)=O)(F)F